C(C)(=O)N1CCN(CC1)C1=NC=CC=N1 2-(4-acetylpiperazin-1-yl)pyrimidin